2-(aminomethyl)-3-methylpyrazine NCC1=NC=CN=C1C